OC1(CCN(CC1)C(=O)[C@H]1[C@@H](CN(CC1)C(=O)C1=C(N=C(S1)C1=CC=CC=C1)C)C1=CC=CC=C1)CN1C=NC2=C(C1=O)C=CS2 3-[[4-hydroxy-1-[(3R,4R)-1-(4-methyl-2-phenyl-thiazole-5-carbonyl)-3-phenyl-piperidine-4-carbonyl]-4-piperidinyl]methyl]thieno[2,3-d]pyrimidin-4-one